CN(C)CC1=CC=C(C=C1)S(=O)(=O)NC(CC1=C(C=C(C=C1C(C)C)C1=CCCN(C1)C(=O)OC(C)(C)C)C(C)C)=O tert-butyl 5-[4-[2-[[4-[(dimethylamino) methyl]phenyl] sulfonylamino]-2-oxoethyl]-3,5-di(propan-2-yl)phenyl]-3,6-dihydro-2H-pyridine-1-carboxylate